COC1=C(C(=O)N(C2=CC=CC=C2)C(=O)NC)C=CC=C1 N-(2-methoxybenzoyl)-4-[(Methylaminocarbonyl)Amino]Benzene